C1CC1C(=O)N[C@H]1CCC2=C(C3=CC=C(C(C=C13)=O)C(=O)NC)C(=C(C(=C2)OC)OC)OC (S)-7-(3-cyclopropylcarbonylamino)-1,2,3-trimethoxy-N-methyl-9-oxo-5,6,7,9-tetrahydrobenzo[a]heptalen-10-carboxamide